3-(2-(methylthio)-1-((2-(trimethylsilyl)ethoxy)methyl)-1H-imidazol-4-yl)aniline CSC=1N(C=C(N1)C=1C=C(N)C=CC1)COCC[Si](C)(C)C